ClC1=C2C(N(C(=NC2=CC=C1)[C@@H](C)O)C=1C=NC=CC1)=O (R)-5-chloro-2-(1-hydroxyethyl)-3-(pyridin-3-yl)quinazolin-4(3H)-one